S1C2=C(C=C1C(=O)NCC1=NOC(C1)(C(=O)OC)CC1=CC=CC=C1)C=CC=C2 Methyl 3-((benzo[b]thiophene-2-carboxamido) methyl)-5-benzyl-4,5-dihydroisoxazole-5-carboxylate